CN(C(=O)Cl)C N,N-dimethylaminocarbonyl chloride